CC1=CC=C(C=C1)S(=O)(=O)OC1=C(C=CC=C1)C ortho-tolyl para-toluenesulfonate